2-(trifluoromethyl)pyridin-3-ol FC(C1=NC=CC=C1O)(F)F